1,4-Butylene glycol diacrylate C(C=C)(=O)OCCCCOC(C=C)=O